NC1CN(CC(C1)O)C(=O)C1=CC2=C(N(C(=N2)C=2N(C3=CC=CC=C3C2)CC)C)C=C1 (3-Amino-5-hydroxypiperidin-1-yl)(2-(1-ethyl-1H-indol-2-yl)-1-methyl-1H-benzo[d]imidazol-5-yl)methanon